methyl-N-methyl-N-((S)-1-(vinylsulfonyl)pyrrolidine-3-carbonyl)-L-valine C[C@](N(C(=O)[C@@H]1CN(CC1)S(=O)(=O)C=C)C)(C(C)C)C(=O)O